C(C1=CC=CC=C1)OC(=O)N1[C@H]([C@H]([C@H](CC1)F)NS(=O)(=O)C1(CC1)F)CC=1C(=C(C=CC1)C1=C(OCCC(=O)O)C(=CC(=C1)F)F)F 3-[2-[3-[[(2S,3R,4S)-1-benzyloxycarbonyl-4-fluoro-3-[(1-fluorocyclopropyl)sulfonylamino]-2-piperidyl]methyl]-2-fluoro-phenyl]-4,6-difluoro-phenoxy]propanoic acid